7,8-dichloro-6-(2,6-difluorophenyl)-4H-benzo[f]imidazo[1,2-a][1,4]diazepine-2-carboxylic acid ClC1=C(C=CC2=C1C(=NCC=1N2C=C(N1)C(=O)O)C1=C(C=CC=C1F)F)Cl